3-(5,7-difluoro-2-(4-fluorophenyl)-1H-indol-3-yl)azetidine-1-carboxylic acid benzyl ester C(C1=CC=CC=C1)OC(=O)N1CC(C1)C1=C(NC2=C(C=C(C=C12)F)F)C1=CC=C(C=C1)F